2-((4-(cyclohexyloxy)benzoyl)glycyl)-5-methyl-2-azabicyclo[3.1.0]hexane-3-carboxamide C1(CCCCC1)OC1=CC=C(C(=O)NCC(=O)N2C3CC3(CC2C(=O)N)C)C=C1